NC=1SC(=CN1)CN1CCN(CC1)CC(=O)NC1=CC=C(C=C1)C(C)C 2-(4-((2-aminothiazol-5-yl)methyl)piperazin-1-yl)-N-(4-isopropylphenyl)acetamide